(R)-N-(6-(thiazol-5-yl)isoquinolin-3-yl)tetrahydrofuran-2-carboxamide S1C=NC=C1C=1C=C2C=C(N=CC2=CC1)NC(=O)[C@@H]1OCCC1